tert-butyl 2-(4-((5-bromo-1H-indole-2-carboxamido) methyl) benzoyl)-1-propylhydrazine-1-carboxylate BrC=1C=C2C=C(NC2=CC1)C(=O)NCC1=CC=C(C(=O)NN(C(=O)OC(C)(C)C)CCC)C=C1